N-(5-((4-chlorobenzyl)sulfonyl)-1,3,4-thiadiazol-2-yl)-3-(2-methoxyphenyl)isonicotinamide ClC1=CC=C(CS(=O)(=O)C2=NN=C(S2)NC(C2=C(C=NC=C2)C2=C(C=CC=C2)OC)=O)C=C1